1-(5-bromo-4-chloro-2-pyridinyl)-4-methyl-piperazine BrC=1C(=CC(=NC1)N1CCN(CC1)C)Cl